N1C=C(N(C=C1)C(=O)O)C(=O)O 1H-pyrazine-3,4-dicarboxylic acid